tert-butyl N-[(1S)-1-[3-(2-methoxy-4-pyridyl)-1,2,4-oxadiazol-5-yl]ethyl]carbamate COC1=NC=CC(=C1)C1=NOC(=N1)[C@H](C)NC(OC(C)(C)C)=O